4-fluoro-5-((5-(3-(4-isopropylpyrimidin-2-yl)cyclopentyl)-1H-pyrazol-3-yl)amino)-1,3-dihydrobenzo[c]isothiazole 2,2-dioxide FC1=C(C=CC=2NS(CC21)(=O)=O)NC2=NNC(=C2)C2CC(CC2)C2=NC=CC(=N2)C(C)C